N-(3-fluorophenyl)-N-methyl-1-(4-(5-(trifluoromethyl)-1,2,4-oxadiazol-3-yl)phenyl)-1H-pyrazole-4-sulfonamide FC=1C=C(C=CC1)N(S(=O)(=O)C=1C=NN(C1)C1=CC=C(C=C1)C1=NOC(=N1)C(F)(F)F)C